(R)-1'-((4-Hydroxy-1-(3-phenylbutanoyl)piperidin-4-yl)methyl)-4'-phenyl-[2,3'-bipyridin]-6'(1'H)-one OC1(CCN(CC1)C(C[C@@H](C)C1=CC=CC=C1)=O)CN1C=C(C(=CC1=O)C1=CC=CC=C1)C1=NC=CC=C1